1-(2-hydrazino-2-oxoethyl)pyridinium chloride [Cl-].N(N)C(C[N+]1=CC=CC=C1)=O